C(C)N1[C@H](CC1)COC1=C(N(N=C1)C)C1=CC=2N(C=C1)N=C(C2)NC2=NC(=NC(=C2)C)C(F)(F)F 5-[4-[[(2R)-1-ethylazetidin-2-yl]methoxy]-2-methyl-pyrazol-3-yl]-N-[6-methyl-2-(trifluoromethyl)pyrimidin-4-yl]pyrazolo[1,5-a]pyridin-2-amine